FCCN1C(=NC=2C1=NC(=CC2)C=2C=CN1N=C(N=CC12)NC1CCC(CC1)(O)C)C (1s,4s)-4-((5-(3-(2-fluoroethyl)-2-methyl-3H-imidazo[4,5-b]pyridin-5-yl)pyrrolo[2,1-f][1,2,4]triazin-2-yl)amino)-1-methylcyclohexane-1-ol